FC1=C(C=CC(=C1)C=1CCNCC1)NC(=O)C=1SC(=CC1)C=1CCNCC1 N-(2-fluoro-4-(1,2,3,6-tetrahydropyridin-4-yl)phenyl)-5-(1,2,3,6-tetrahydropyridin-4-yl)thiophene-2-carboxamide